2-((4-(5-(piperidin-1-yl)-2-(2H-tetrazol-5-yl)phenyl)piperazin-1-yl)methyl)benzo[d]thiazole N1(CCCCC1)C=1C=CC(=C(C1)N1CCN(CC1)CC=1SC2=C(N1)C=CC=C2)C=2N=NNN2